Phenanthroline-amine N1=C(C=CC2=CC=C3C=CC=NC3=C12)N